C(CCOCCOCCOCCCN)N 4,7,10-trioxa-1,13-tridecandiamine